4-hydroxy-3-(2-methyl-1H-benzimidazol-5-yl)benzoic acid OC1=C(C=C(C(=O)O)C=C1)C1=CC2=C(NC(=N2)C)C=C1